tert-butyl (2S,6S*)-2-[(benzyloxy)methyl]-6-{[(tert-butyldimethylsilyl)oxy]methyl}-6-hydroxy-1,4-oxazepane-4-carboxylate C(C1=CC=CC=C1)OC[C@H]1OC[C@](CN(C1)C(=O)OC(C)(C)C)(O)CO[Si](C)(C)C(C)(C)C |o1:12|